CCCCCC/C=C\CCCCCCCC(=O)O[C@H](COC(=O)CCC/C=C\C/C=C\C/C=C\C/C=C\C/C=C\CC)COP(=O)(O)OC[C@@H](C(=O)O)N 1-(5Z,8Z,11Z,14Z,17Z-eicosapentaenoyl)-2-(9Z-hexadecenoyl)-glycero-3-phosphoserine